CS(=O)(=O)OC1=CC=C(C=2COC(OCC21)C=2N=C(SC2)C2CCN(CC2)C(CN2N=C(C=C2C)C(F)(F)F)=O)F 9-fluoro-3-[2-(1-{[5-methyl-3-(trifluoromethyl)-1H-pyrazol-1-yl] acetyl} piperidin-4-yl)-1,3-thiazol-4-yl]-1,5-dihydro-2,4-benzodioxepin-6-yl methanesulfonate